FC(C=1C=C(CN2C=C(C=3C2=NC=CC3)/C=C(/C(=O)OCCO)\C#N)C=C(C1)C(F)(F)F)(F)F 2-hydroxyethyl (E)-3-(1-(3,5-bis(trifluoromethyl)benzyl)-1H-pyrrolo[2,3-b]pyridin-3-yl)-2-cyanoacrylate